(S)-2-((((9H-fluoren-9-yl)methoxy)carbonyl)amino)-3-(benzyl(methyl)amino)propanoic acid hydrochloride Cl.C1=CC=CC=2C3=CC=CC=C3C(C12)COC(=O)N[C@H](C(=O)O)CN(C)CC1=CC=CC=C1